Cl.BrC1=CC=C2[C@@H](COCC2=C1)NC (S)-7-bromo-N-methylisochroman-4-amine hydrochloride